2,6-diamino-3-pyridinol NC1=NC(=CC=C1O)N